4-[[3-(2,3-difluoro-4-methoxy-phenyl)imidazo[1,2-a]pyrazin-8-yl]amino]-2-ethyl-N-[(1S)-2-(2-hydroxyethyl-amino)-1-methyl-ethyl]benzamide FC1=C(C=CC(=C1F)OC)C1=CN=C2N1C=CN=C2NC2=CC(=C(C(=O)N[C@H](CNCCO)C)C=C2)CC